ClC1=CC=CC=2N(CC(OC21)C(F)(F)F)S(=O)(=O)C2=CC=C(C)C=C2 8-chloro-4-(p-toluenesulfonyl)-2-(trifluoromethyl)-2,3-dihydro-1,4-benzoxazine